3-(5-formyl-4-(1-methyl-1H-pyrazol-4-yl)benzofuran-7-yl)benzylcarbamic acid tert-butyl ester C(C)(C)(C)OC(NCC1=CC(=CC=C1)C1=CC(=C(C=2C=COC21)C=2C=NN(C2)C)C=O)=O